[N+](=O)([O-])C1=CC=C(C(=O)C2=CC=C(C=C2)F)C=C1 4-nitro-(4'-fluoro)-benzophenone